FC1=CC(=C2CN(C(C2=C1)=O)C1C(NC(CC1)=O)=O)N1C(C(NC(C1([2H])[2H])([2H])[2H])([2H])[2H])([2H])[2H] 3-(6-fluoro-1-oxo-4-(piperazin-1-yl-2,2,3,3,5,5,6,6-d8)isoindolin-2-yl)piperidine-2,6-dione